3-hydroxy-6-bromopyrazine-2-carboxamide OC=1C(=NC(=CN1)Br)C(=O)N